O-(4-oxo-4-{[(3R,5aS,6R,8aS,9R,10S,12R,12aR)-3,6,9-trimethyldecahydro-12H-3,12-epoxypyrano[4,3-j][1,2]benzodioxepin-10-yl]oxy}butanoyl)-L-threonine O=C(CCC(=O)O[C@@H]([C@H](N)C(=O)O)C)O[C@H]1[C@@H]([C@@H]2CC[C@H]([C@@H]3CC[C@]4(OO[C@]32[C@H](O1)O4)C)C)C